CC=1N=C2C(=NC(=NC2=NC1C)N1C[C@@H](OCC1)C=1C=NN(C1)C)C=1C=NC(=CC1)C 6,7-dimethyl-2-((2S)-2-(1-methyl-1H-pyrazol-4-yl)-4-morpholinyl)-4-(6-methyl-3-pyridinyl)pteridine